IC1=CC=C(C=N1)NC(=O)C1CC12CCN(CC2)C(=O)OC(C)(C)C t-butyl 1-((6-iodopyridin-3-yl)carbamoyl)-6-azaspiro[2.5]octane-6-carboxylate